NC1=CC(=C(OC2=C(C=C(C=C2)C2(C3=CC=CC=C3C=3C=CC=CC23)C2=CC(=C(C=C2)OC2=C(C=C(C=C2)N)C)C)C)C=C1)C 9,9-bis[4-(4-amino-2-methylphenoxy)-3-methylphenyl]fluorene